CCCCCCCC/C=C\CCCCCCCC(=O)OCC(COCC(COCC(CO)O)O)O Tetraglyceryl Monooleate